1-(6,7-dihydro-5H-benzo[6,7]cyclohepta[1,2-c]pyridazin-3-yl)-N3-(7-(2-(dimethylamino)ethyl)amino-6,7,8,9-tetrahydro-5H-benzo[7]annulene-2-yl)-1H-1,2,4-triazole-3,5-diamine N1=NC(=CC2=C1C1=C(CCC2)C=CC=C1)N1N=C(N=C1N)NC=1C=CC2=C(CCC(CC2)NCCN(C)C)C1